2-methyl-7-(4,4,5,5-tetramethyl-1,3,2-dioxaborolan-2-yl)benzo[d]oxazole CC=1OC2=C(N1)C=CC=C2B2OC(C(O2)(C)C)(C)C